C1(CCCCC1)CCN1CCN(CC1)C(=O)C1=CC(=C(C=C1)OC)OC [4-(2-cyclohexylethyl)piperazin-1-yl]-(3,4-dimethoxyphenyl)methanone